4-oxo-5-(5-phenoxypyrimidin-2-yl)-4,5-dihydro-3H-1-thia-3,5,8-triazaAcenaphthene-2-carboxylic acid O=C1NC2C(SC=3N=CC=C(N1C1=NC=C(C=N1)OC1=CC=CC=C1)C32)C(=O)O